ClC1=C(C=C2C=C(N=CC2=C1)NC(=O)[C@H]1OCCC1)N1CCN(CC1)[C@@]1(COC[C@@H]1O)C (S)-N-(7-chloro-6-(4-((3R,4R)-4-hydroxy-3-methyltetrahydrofuran-3-yl)piperazin-1-yl)isoquinolin-3-yl)tetrahydrofuran-2-carboxamide